4-(4-hydroxy-4-methylpentyl)-3-cyclohexene-1-formaldehyde OC(CCCC1=CCC(CC1)C=O)(C)C